N,N'-(5-Amino-3-iminopyridin-2,6(1H,3H)-diyliden)bis(2-propoxypyrazolo[1,5-a]pyridin-3-amin) NC1=CC(C(NC1=NC=1C(=NN2C1C=CC=C2)OCCC)=NC=2C(=NN1C2C=CC=C1)OCCC)=N